N-(4-(((3-isopropyl-5-((tetrahydro-2H-pyran-4-yl)amino)pyrazolo[1,5-a]pyrimidin-7-yl)amino)methyl)phenyl)acetamide C(C)(C)C=1C=NN2C1N=C(C=C2NCC2=CC=C(C=C2)NC(C)=O)NC2CCOCC2